N1=C(N=CC=C1)N1N=CN=C1C(C)NC=1N(N=C2C=CC(=CC12)C(F)(F)F)CC(F)(F)F N-[1-(2-pyrimidin-2-yl-1,2,4-triazol-3-yl)ethyl]-2-(2,2,2-trifluoroethyl)-5-(trifluoromethyl)indazol-3-amine